CC=1C(=NC(=NC1)NC=1C=NC(=CC1)N[C@H]1CNCCC1)NC=1C=CC2=C(NC(O2)=O)C1 (R)-5-(5-methyl-2-(6-(piperidin-3-ylamino)pyridin-3-ylamino)pyrimidin-4-ylamino)benzo[d]oxazol-2(3H)-one